[C@H]12N(C[C@H](NC1)CC2)C=2C=CC=1N=CN=C(C1N2)NC2=C(C(=C(C=C2)OC(F)F)Cl)F 6-((1R,4R)-2,5-diazabicyclo[2.2.2]octan-2-yl)-N-(3-chloro-4-(difluoromethoxy)-2-fluorophenyl)pyrido[3,2-d]pyrimidin-4-amine